CN1N=C(C(=C1)C(=O)OC1=CC=NN1C)C 1-methyl-1H-pyrazol-5-yl 1,3-dimethyl-1H-pyrazole-4-carboxylate